BrC=1C=C(C(=NC1OC(C)C1=CC(=CC(=C1)F)F)C)N=CN(C)CC N'-{5-Bromo-6-[1-(3,5-difluorophenyl)ethoxy]-2-methylpyridin-3-yl}-N-ethyl-N-methylimidoformamide